ClC=1N=NC(=CC1[C@@H](C)N[S@@](=O)C(C)(C)C)Cl (S)-N-((R)-1-(3,6-dichloropyridazin-4-yl)ethyl)-2-methylpropane-2-sulfinamide